5-(1-methylcyclopropyl)-1,2,4-oxadiazole-3-carbonyl chloride CC1(CC1)C1=NC(=NO1)C(=O)Cl